ClC1=CC2=C(N=CN(C2=O)[C@H](CO)C)C(=N1)N1C=NC=C1 (S)-6-chloro-3-(1-hydroxy-prop-2-yl)-8-(1H-imidazol-1-yl)pyrido[3,4-d]pyrimidin-4(3H)-one